(1r,3r)-3-(2-(trifluoromethoxy)phenyl)cyclobutyl ((2-(2,6-dioxopiperidin-3-yl)-4-fluoro-3-oxoisoindolin-5-yl)methyl)carbamate O=C1NC(CC[C@H]1N1CC2=CC=C(C(=C2C1=O)F)CNC(OC1CC(C1)C1=C(C=CC=C1)OC(F)(F)F)=O)=O